2-((4-(((tert-butyldimethylsilyl)oxy)methyl)pyridin-2-yl)amino)-4-phenylnicotinonitrile [Si](C)(C)(C(C)(C)C)OCC1=CC(=NC=C1)NC1=C(C#N)C(=CC=N1)C1=CC=CC=C1